ClC1=CC2=C(N=C(C=3N(C2)C=C(C3)C3=CC=C(C=C3)F)NCC(OC)OC)C=N1 3-chloro-N-(2,2-dimethoxyethyl)-8-(4-fluorophenyl)-5H-pyrido[3,4-e]pyrrolo[1,2-a][1,4]diazepin-10-amine